[N+](=[N-])=CC(CC[C@@H](C(=O)OCCOC(C)C)NC([C@H](C)OC)=O)=O 2-isopropoxyethyl (S)-6-diazo-2-((S)-2-methoxypropanamido)-5-oxohexanoate